O[C@@H]1[C@@H](CO[C@@H]([C@@H]1O)CO)N1C(C2=CC=CC=C2C1=O)=O ((3R,4R,5R,6R)-4,5-dihydroxy-6-(hydroxymethyl)tetrahydro-2H-pyran-3-yl)isoindoline-1,3-dione